BrC1=CC(=C(N)C=C1)N1CCC(CC1)CCC=C 4-bromo-2-[4-(but-3-ene-1-yl)piperidin-1-yl]aniline